C[C@H]1C[C@@H](CNC1)C1=NC2=C(C=CC=C2C=C1)C(F)(F)F trans-(5-methyl-piperidin-3-yl)-8-trifluoromethyl-quinoline